C(C)N(C(=O)NC(C(F)(F)F)C1CCOCC1)[C@H](C(F)(F)F)C1=NC=C(C(=C1)C=1N=C(C=2N(C1)C=C(N2)C)OC)OC 1-ethyl-1-((S)-2,2,2-trifluoro-1-(5-methoxy-4-(8-methoxy-2-methylimidazo[1,2-a]pyrazin-6-yl)pyridin-2-yl)ethyl)-3-(2,2,2-trifluoro-1-(tetrahydro-2H-pyran-4-yl)ethyl)urea